methyl (S)-2-amino-3-(8-(2,6-dichloro-4-fluorophenyl)-2,3-dihydro benzo[b][1,4]dioxin-5-yl)propanoate N[C@H](C(=O)OC)CC1=CC=C(C=2OCCOC21)C2=C(C=C(C=C2Cl)F)Cl